C1(=CC=CC=C1)C1=C(C(=CC(=C1)C=1C2=CC=CC=C2C=C2C=CC=CC12)C1=CC=CC=C1)S.[K] potassium 2,6-diphenyl-4-(9-anthracenyl)benzenethiol